1,3-bis(2,4,6-tribromophenylthio)propan-2-yl acrylate C(C=C)(=O)OC(CSC1=C(C=C(C=C1Br)Br)Br)CSC1=C(C=C(C=C1Br)Br)Br